6-heptenyldiethylchlorosilane C(CCCCC=C)[Si](Cl)(CC)CC